N1(CCCCC1)C1=CN=CC=N1 6-(piperidin-1-yl)pyrazine